C1(=CC=CC=C1)C(C(=O)O)=C.C(C=C)(=O)OC1=CC=CC=C1 phenyl acrylate (PHENYLACRYLATE)